methyl 3-methoxy-4-[(3-{4-[(oxan-4-yl)amino]-1-(2,2,2-trifluoroethyl)-1H-indol-2-yl}prop-2-yn-1-yl)amino]benzoate COC=1C=C(C(=O)OC)C=CC1NCC#CC=1N(C2=CC=CC(=C2C1)NC1CCOCC1)CC(F)(F)F